2-amino-9,9-diphenyl-fluorene NC1=CC=2C(C3=CC=CC=C3C2C=C1)(C1=CC=CC=C1)C1=CC=CC=C1